NN1C(C[C@H]([C@H]1C1=CC=CC=C1)O[Si](C)(C)C(C)(C)C)=O cis-1-amino-4-((tert-butyldimethylsilyl)oxy)-5-phenylpyrrolidin-2-one